(S)-N-(4-(3-(2,6-diethylpyridin-4-yl)phenyl)thiazol-2-yl)-1-(1-(methylsulfonyl)-1H-pyrrole-3-carbonyl)azetidine-2-carboxamide C(C)C1=NC(=CC(=C1)C=1C=C(C=CC1)C=1N=C(SC1)NC(=O)[C@H]1N(CC1)C(=O)C1=CN(C=C1)S(=O)(=O)C)CC